N-[5-[(5R)-3-Bromo-4,5-dihydroisoxazol-5-yl]-2-methyl-phenyl]-5-(trifluoromethyl)pyridin-3-amine BrC1=NO[C@H](C1)C=1C=CC(=C(C1)NC=1C=NC=C(C1)C(F)(F)F)C